5-[4-[2-(cyclopentyloxy)-3-pyridinyl]-2,6-difluoro-anilino]Valeric acid C1(CCCC1)OC1=NC=CC=C1C1=CC(=C(NCCCCC(=O)O)C(=C1)F)F